[2-(1-Benzofuran-5-yloxy)ethyl]dimethylamine O1C=CC2=C1C=CC(=C2)OCCN(C)C